C1(CC1)OC1=CC=C2C(=C(C(N(C2=C1)C)=O)C#N)N1CCC(CC1)(C=1OC2=C(N1)C=C(C=C2)C)C 7-(cyclopropyloxy)-1-methyl-4-[4-methyl-4-(5-methyl-1,3-benzoxazol-2-yl)piperidin-1-yl]-2-oxo-1,2-dihydroquinoline-3-carbonitrile